BrC1=CC(=NC(=C1)N1C=NC=C1)C(=O)NC1CCC(CC1)OCCOC 4-bromo-6-(1H-imidazol-1-yl)-N-((1r,4r)-4-(2-methoxyethoxy)cyclohexyl)picolinamide